Methyl ((2-(2-((1S,2R)-2-formylcyclopropyl)ethoxy)-4-methylphenyl)sulfonyl)-L-prolinate C(=O)[C@H]1[C@@H](C1)CCOC1=C(C=CC(=C1)C)S(=O)(=O)N1[C@@H](CCC1)C(=O)OC